Tert-butyl((S)-2-(4-(1-((R)-2-cyano-1-cyclopentylethyl)-1H-pyrazol-4-yl)-7H-pyrrolo[2,3-d]pyrimidin-7-yl)-2-oxo-1-phenylethyl) carbamate C(N)(O[C@](C(=O)N1C=CC2=C1N=CN=C2C=2C=NN(C2)[C@H](CC#N)C2CCCC2)(C2=CC=CC=C2)C(C)(C)C)=O